(p-methylphenyl)-5,6,7,8-tetrahydroquinoxaline CC1=CC=C(C=C1)C1=NC=2CCCCC2N=C1